(1R,4S)-4-vinyl-2-oxa-5-azabicyclo[2.2.1]heptane-5-carboxylic acid tert-butyl ester C(C)(C)(C)OC(=O)N1[C@]2(CO[C@@H](C1)C2)C=C